5-(2-chloro-4-fluorobenzyl)-4-(cycloheptylmethyl)-2-methyl-2,4-dihydro-3H-1,2,4-triazol-3-one ClC1=C(CC=2N(C(N(N2)C)=O)CC2CCCCCC2)C=CC(=C1)F